cis-sodium phosphate P(=O)([O-])([O-])[O-].[Na+].[Na+].[Na+]